N-(2-cyano-4-aminophenyl)-3-chlorobenzamide C(#N)C1=C(C=CC(=C1)N)NC(C1=CC(=CC=C1)Cl)=O